CN(C(=O)C1CN(C1)C)CCCNC1=NC(=NC=C1C(F)(F)F)NC=1C(=NN(C1)C1CC2CCC(C1)N2C)C N,1-dimethyl-N-(3-((2-((3-methyl-1-(8-methyl-8-azabicyclo[3.2.1]octan-3-yl)-1H-pyrazol-4-yl)amino)-5-(trifluoromethyl)pyrimidin-4-yl)amino)propyl)azetidine-3-carboxamide